7-fluoro-N-(pyrrolidin-3-ylmethyl)-9H-pyrido[3,4-b]indole-1-carboxamide FC1=CC=C2C3=C(NC2=C1)C(=NC=C3)C(=O)NCC3CNCC3